OCCOC(=O)C1=CC=C(CSC(SCC2=CC=C(C=C2)C(=O)OCCO)=S)C=C1.C1(=CC=CC=C1)C(C)(OCCN1CCCCCC1)C1=CC=CC=C1 1-(2-(1,1-diphenylethoxy)ethyl)azepane bis[4-(2-hydroxyethoxycarbonyl)benzyl]trithiocarbonate